4-{[3-fluoro-5-(trifluoromethyl)phenyl]amino}-6-[(1H-indol-6-yl)amino]pyridine-2-carbonitrile FC=1C=C(C=C(C1)C(F)(F)F)NC1=CC(=NC(=C1)NC1=CC=C2C=CNC2=C1)C#N